3-methylsulfonylthiothiophene-1,1-dioxide CS(=O)(=O)SC1=CS(C=C1)(=O)=O